N-(cis-3-hydroxy-3-methylcyclobutyl)-2-(3-isopropyl-6-oxo-4-phenylpyridazin-1(6H)-yl)acetamide OC1(CC(C1)NC(CN1N=C(C(=CC1=O)C1=CC=CC=C1)C(C)C)=O)C